bis-(dimethylethoxysilylpropyl)amine C[Si](OCC)(C)CCCNCCC[Si](C)(C)OCC